CN1C=C(C(=CC1=O)C)C1=C2CCN(C(C2=CC(=C1)CCN1[C@@H]([C@@H](C1)O)C)=O)[C@@H](C)C1=NC=C(C#N)C(=C1)OCC 6-((S)-1-(5-(1,4-dimethyl-6-oxo-1,6-dihydropyridin-3-yl)-7-(2-((2R,3R)-3-hydroxy-2-methylazetidin-1-yl)ethyl)-1-oxo-3,4-dihydroisoquinolin-2(1H)-yl)ethyl)-4-ethoxynicotinonitrile